3,4-dihydroxybenzoic acid sulfate S(=O)(=O)(O)O.OC=1C=C(C(=O)O)C=CC1O